Bis(2,3,4-trihydroxyphenyl) sulfoxide OC1=C(C=CC(=C1O)O)S(=O)C1=C(C(=C(C=C1)O)O)O